FC=1C=C(C=CC1OC)[C@@H](CC(=O)O)N1N=C(C=C1)CCCC1=NC=2NCCCC2C=C1 |r| (±)-3-(3-Fluoro-4-methoxyphenyl)-3-(3-(3-(5,6,7,8-tetrahydro-1,8-naphthyridin-2-yl)propyl)-1H-pyrazol-1-yl)propanoic acid